ClC1=C(C=CC=C1)C=1N=C(N2C1SC=C2)C2=CC=C(C#N)C=C2 4-(7-(2-chlorophenyl)imidazo[5,1-b]thiazol-5-yl)benzonitrile